BrN1C(C(OCC1)CC1=CC=C(C=C1)F)=O 4-bromo-2-(4-fluorobenzyl)morpholin-3-one